6-methylpyrazolo[1,5-a]pyrimidin CC=1C=NC=2N(C1)N=CC2